OCC1CN(C1)C(=O)O[C@@H]1CC[C@H](CC1)C(N(C[C@@H]1CC[C@H](CC1)C1=NC(=C(C=C1)OC)C)C1=CC(=CC=C1)C=1C=NN(C1)C(C)C)=O trans-4-((3-(1-Iso-propyl-1H-pyrazol-4-yl)phenyl)((trans-4-(5-methoxy-6-methyl-pyridin-2-yl)cyclohexyl)methyl)carbamoyl)cyclohexyl 3-(hydroxymethyl)-azetidine-1-carboxylate